FC1=C(OCCCC2=C(N=CS2)C(=O)[O-])C=CC(=C1)C#CC(C)N1CCN(CC1)C 5-[3-[2-fluoro-4-[3-(4-methylpiperazin-1-yl)but-1-ynyl]phenoxy]propyl]thiazole-4-carboxylate